C#CCCCC n-hex-1-yn